IC1=C(C=O)C(=CC(=C1)OC)OC 2-Iodo-4,6-dimethoxybenzaldehyde